(1Z)-prop-1-en-1-yl-phosphonic acid C(=C/C)/P(O)(O)=O